1-(4-(4-(1H-pyrazol-4-yl)phenoxy)-1,3,5-triazin-2-yl)-piperidin-4-amine N1N=CC(=C1)C1=CC=C(OC2=NC(=NC=N2)N2CCC(CC2)N)C=C1